C(CCCCCCCCCCCCCCCC)O[C@H]1[C@@H]([C@@H]([C@H](O1)CO)O)OCCOC (2R,3R,4R,5R)-5-(heptadecyloxy)-2-(hydroxymethyl)-4-(2-methoxyethoxy)tetrahydrofuran-3-ol